7-chloro-5-nitro-2,3-dihydrofuro[3,2-b]Pyridine ClC1=C2C(=NC(=C1)[N+](=O)[O-])CCO2